N-(3-(dimethylamino)propyl)-1-(6-methoxy-3,4-dihydro-2H-benzo[b][1,4]thiazin-7-yl)-6-(pyrazolo[1,5-a]pyrimidin-3-yl)-1H-pyrazolo[4,3-c]pyridine-3-carboxamide CN(CCCNC(=O)C1=NN(C2=C1C=NC(=C2)C=2C=NN1C2N=CC=C1)C=1C(=CC2=C(SCCN2)C1)OC)C